1-(1H-imidazol-2-yl)-beta-carboline-3-carboxylic acid N1C(=NC=C1)C1=NC(=CC=2C3=CC=CC=C3NC12)C(=O)O